C1(=CC=CC=C1)C1=NC(=NC(=N1)C1=CC=CC=C1)C=1C=C(C=CC1)C=1C=C(C=CC1)C=1C=C(C=CC1)C=1C(=C(C(=C(C1)C1=CC=CC=C1)C1=CC=CC=C1)C1=CC=CC=C1)C1=CC=CC=C1 2,4-Diphenyl-6-(4',5',6'-triphenyl-[1,1':2',1'':3'',1''':3''',1''''-quinquephenyl]-3''''-yl)-1,3,5-triazin